S(N)(OC[C@@H]1[C@H](C[C@@H](C1)NC1=NC=NC=C1C(=O)C=1SC(=C(C1)[C@H](O)C1=CC(=CC=C1)Cl)CO)O)(=O)=O [(1R,2S,4R)-4-{[5-({4-[(R)-(3-chlorophenyl)(hydroxy)methyl]-5-(hydroxymethyl)-2-thienyl}carbonyl)pyrimidin-4-yl]amino}-2-hydroxycyclopentyl]methyl sulfamate